CC1=CC2=C(CCO2)C=C1NC1=NC=C2NC(N(C2=N1)C1COCCC1)=O ((6-methyl-2,3-dihydrobenzofuran-5-yl)amino)-9-(tetrahydro-2H-pyran-3-yl)-7,9-dihydro-8H-purin-8-one